C(C=C)N1N(C2=NC(=NC=C2C1=O)NC=1C=C2C3CNC(C2=CC1)C3)C3=NC(=CC=C3)C(C)(C)O 2-allyl-1-(6-(2-hydroxypropan-2-yl)pyridin-2-yl)-6-((1,2,3,4-tetrahydro-1,4-methyleneisoquinolin-6-yl)amino)-1,2-dihydro-3H-pyrazolo[3,4-d]pyrimidin-3-one